1-(4-(4-((6-aminospiro[3.3]heptan-2-yl)amino)-2-methylphenyl)-2,6-dimethylpiperazin-1-yl)-2,2,2-trifluoroethan-1-one NC1CC2(CC(C2)NC2=CC(=C(C=C2)N2CC(N(C(C2)C)C(C(F)(F)F)=O)C)C)C1